5-tert-butyl-2-methyl-3-furoic acid C(C)(C)(C)C1=CC(=C(O1)C)C(=O)O